2,2,2-trifluoro-N-((1-(4-nitrophenyl)piperidin-4-yl)methyl)acetamide FC(C(=O)NCC1CCN(CC1)C1=CC=C(C=C1)[N+](=O)[O-])(F)F